3-(bicyclo[1.1.1]pentan-1-yl)isoxazol-5-amine C12(CC(C1)C2)C2=NOC(=C2)N